FC=1C=C(C=CC1F)C1=CN=C(O1)N 5-(3,4-difluorophenyl)oxazol-2-amine